ClC1=C(C=CC=C1)[C@H]1CC[C@H](N1C(C1=CN=C(C=C1)C1=C(C=CC=C1)OC)=O)C(=O)O (2S,5R)-5-(2-chlorophenyl)-1-(6-(2-methoxyphenyl)nicotinoyl)pyrrolidine-2-carboxylic acid